2-((1-(7-methyl-3-morpholinoisoquinolin-5-yl)ethyl)amino)benzoic acid CC1=CC(=C2C=C(N=CC2=C1)N1CCOCC1)C(C)NC1=C(C(=O)O)C=CC=C1